C(CCCCCCCCCC)OC(CC)=O propanoic acid undecyl ester